C(=O)O.CNC methyl-methylamine formate